C(CCC)C1=C(C(=C(C(=N1)O)C(=O)N1CCN(CC1)CC1=C(C(=CC=C1)F)F)O)C1=C(C=CC(=C1)OC)OC 6-butyl-3-{4-[(2,3-difluorophenyl)methyl]piperazine-1-carbonyl}-5-(2,5-dimethoxyphenyl)pyridine-2,4-diol